BrC1=CC2=C([N+](=C(N=[N+]2[O-])NCCC(=O)OC(C)C)[O-])C=C1 7-Bromo-3-((3-isopropoxy-3-oxopropyl)amino)benzo[e][1,2,4]triazine 1,4-dioxide